2'-cyano-4'-methoxy-[1,1'-biphenyl]-4-carboxylic acid C(#N)C1=C(C=CC(=C1)OC)C1=CC=C(C=C1)C(=O)O